C1(CC1)N1C(=NC2=C1C=CC(=C2)C#C)C 1-cyclopropyl-5-ethynyl-2-methyl-1H-benzo[d]imidazole